S(=O)(=O)(C1=CC=C(C)C=C1)N1C2=C(C(=C1)S(=O)(=O)N)CN(C2)CC(F)(F)F 1-tosyl-5-(2,2,2-trifluoroethyl)-1,4,5,6-tetrahydropyrrolo[3,4-b]pyrrole-3-sulfonamide